β-homoisoleucine N[C@@H]([C@@H](C)CC)CC(=O)O